1-(pyridin-3-yl)cyclopentane-1-carboxylic acid N1=CC(=CC=C1)C1(CCCC1)C(=O)O